tert-butyl 4-[5-[5-[(tert-butoxycarbonylamino)methyl]-1,2,4-oxadiazol-3-yl]-3-chloro-2-pyridyl]piperazine-1-carboxylate C(C)(C)(C)OC(=O)NCC1=NC(=NO1)C=1C=C(C(=NC1)N1CCN(CC1)C(=O)OC(C)(C)C)Cl